4-((Tetrahydrofuran-3-yl)oxy)isoindoline hydrochloride Cl.O1CC(CC1)OC1=C2CNCC2=CC=C1